4-phenyl-piperidine-4-carboxamide C1(=CC=CC=C1)C1(CCNCC1)C(=O)N